4-{5-amino-6-[1-(2-chloro-3,6-difluoro-phenyl)-ethoxy]-pyrazin-2-yl}-N-(2-morpholin-4-yl-ethyl)-benzamide NC=1N=CC(=NC1OC(C)C1=C(C(=CC=C1F)F)Cl)C1=CC=C(C(=O)NCCN2CCOCC2)C=C1